C(C)(C)(C)OC(=O)N1CCC(CC1)C(=O)NN 4-(hydrazinecarbonyl)piperidine-1-carboxylic acid tert-butyl ester